BrC=1C=C(C=CC1)[C@@H](C)NC1=NC(=NC2=CC(=C(C=C12)OC)OCC(=O)N1CCN(CC1)CCN1CCCCC1)C (R)-2-((4-((1-(3-Bromophenyl)ethyl)amino)-6-methoxy-2-methylquinazolin-7-yl)oxy)-1-(4-(2-(piperidin-1-yl)ethyl)piperazin-1-yl)ethan-1-one